aluminum-silicon aluminum [Al].[Si].[Al]